(2R,11aS)-8-(benzyloxy)-2-fluoro-7-methoxy-1,2,3,10,11,11a-hexahydro-5H-benzo[e]pyrrolo[1,2-a][1,4]diazepin-5-one C(C1=CC=CC=C1)OC=1C(=CC2=C(NC[C@H]3N(C2=O)C[C@@H](C3)F)C1)OC